BrC=1C=NC(=C(C#N)C1)N(CCO)CC 5-bromo-2-(ethyl(2-hydroxyethyl)amino)nicotinonitrile